CC1OC(CN(C1)C1=C(C=C(C=C1)NC=1C=C(C2=C(OCC(N2C)=O)C1)F)C)C 7-((4-(2,6-Dimethylmorpholino)-3-methylphenyl)amino)-5-fluoro-4-methyl-2H-benzo[b][1,4]oxazin-3(4H)-one